ClC1=NC=C(C(=N1)C1=C(C2=C(N(C(=N2)C)C(C)C)C=C1)F)C (2-chloro-5-methylpyrimidin-4-yl)-4-fluoro-1-isopropyl-2-methyl-1H-benzo[d]imidazole